4-bromo-N,N-bis(4-(octyloxy)phenyl)aniline BrC1=CC=C(N(C2=CC=C(C=C2)OCCCCCCCC)C2=CC=C(C=C2)OCCCCCCCC)C=C1